C1(=C(C(=CC(=C1)C)C)C(C(=O)OC(CC(OC(C1=CC=CC=C1)=O)C1=CC=CC=C1)C1=CC=CC=C1)=O)C 1,3-diphenyl-1,3-propanediol benzoate mesitylglyoxylate